(S)-epoxy-(5Z,8Z,11Z)-eicosatrienoic acid C1=C(C=C\C=C/CCCCCCCCCCCCCC(=O)O)O1